ClC=1C=C2C(NC(=NC2=CC1)CCl)=O 6-chloro-2-(chloromethyl)quinazolin-4(3H)-one